1-[3-[4-[3-[3-amino-6-(2-hydroxyphenyl)pyridazin-4-yl]-3,8-diazabicyclo[3.2.1]octan-8-yl]-2-pyridyl]prop-2-ynyl]azepan-4-ol NC=1N=NC(=CC1N1CC2CCC(C1)N2C2=CC(=NC=C2)C#CCN2CCC(CCC2)O)C2=C(C=CC=C2)O